6,6-dimethyl-3-((7-(1-(morpholin-2-ylmethyl)-1H-imidazol-2-yl)thieno[3,2-b]pyridin-2-yl)methyl)-3-azabicyclo[3.1.0]hexane-2,4-dione CC1(C2C(N(C(C12)=O)CC1=CC2=NC=CC(=C2S1)C=1N(C=CN1)CC1CNCCO1)=O)C